(αR)-α-methyl-3-phenoxybenzenemethanol C[C@@H](O)C1=CC(=CC=C1)OC1=CC=CC=C1